N,N-dicyanoethyl-1,2-ethylenediamine C(#N)N(CCNCC)C#N